ClC1=CC(=CC(=N1)C=O)F 6-CHLORO-4-FLUORO-PYRIDINE-2-CARBALDEHYDE